(5-bromo-2-chloro-3-hydroxyphenyl)(phenyl)methanone BrC=1C=C(C(=C(C1)C(=O)C1=CC=CC=C1)Cl)O